COC1=CC=C(C=C1)CCC(SCCCCCCC(NC=1SC=C(N1)C1=CC=CC=C1)=O)=O S-(7-oxo-7-((4-phenylthiazol-2-yl)amino)heptyl) 3-(4-methoxyphenyl)propanethioate